tert-butyl (2-((4-methylpyridin-2-yl)oxy)ethyl)carbamate CC1=CC(=NC=C1)OCCNC(OC(C)(C)C)=O